FC1(CCN(CCC1)C=1N=NC(=C(C1C(=O)NC1=CC(=CC=C1)[S@@](=O)(=N)C)C)C(F)(F)F)F (R)-3-(4,4-Difluoroazepan-1-yl)-5-methyl-N-(3-(S-methylsulfonimidoyl)phenyl)-6-(trifluoromethyl)pyridazine-4-carboxamide